3-[5-(chloromethyl)-1,3,4-oxadiazol-2-yl]-2-methoxypyridine ClCC1=NN=C(O1)C=1C(=NC=CC1)OC